C(C)(C)(C)OC(=O)N1CCN(CC1)C1=C(C(N(C2=NC(=C(C=C12)Cl)C1=C(C(=CC(=C1F)Cl)Cl)N)C=1C(=NC=NC1C(C)C)C(C)C)=O)C#N 4-(7-(2-amino-3,5-dichloro-6-fluorophenyl)-6-chloro-3-cyano-1-(4,6-diisopropylpyrimidin-5-yl)-2-oxo-1,2-dihydro-1,8-naphthyridin-4-yl)piperazine-1-carboxylic acid tert-butyl ester